((2'S,3'R,6'R)-3',6'-dihydroxy-2',4',6'-trimethyl-7'-oxo-2',3',6',7'-tetrahydrospiro[cyclopropane-1,5'-inden]-2'-yl)methylsulfamate O[C@H]1[C@](C=C2C([C@](C3(C(=C12)C)CC3)(C)O)=O)(C)CNS([O-])(=O)=O